7-methoxy-6-(1-methylcyclopropoxy)quinolin-4-ol COC1=C(C=C2C(=CC=NC2=C1)O)OC1(CC1)C